3-(3,4-difluorophenyl)-5-methoxy-1-phenyl-1H-benzo[g]indazole FC=1C=C(C=CC1F)C1=NN(C2=C3C(=C(C=C12)OC)C=CC=C3)C3=CC=CC=C3